1-(2,6-dichlorophenyl)-2-(furan-2-yl)-4-isobutyl-5-methyl-1H-imidazole ClC1=C(C(=CC=C1)Cl)N1C(=NC(=C1C)CC(C)C)C=1OC=CC1